C1(C(S)CC(=O)O1)=O thiomalic anhydride